C(C1=CC=CC=C1)OCC1(OCCC1)O ((benzyloxy)methyl)tetrahydrofuran-2-ol